1-(3-(3-(1H-imidazol-1-yl)quinoxaline-6-carbonyl)-5-fluorophenyl)-3-(3-fluorophenyl)urea N1(C=NC=C1)C=1C=NC2=CC=C(C=C2N1)C(=O)C=1C=C(C=C(C1)F)NC(=O)NC1=CC(=CC=C1)F